N-((1R,2R)-2-hydroxycyclopentyl)thiazole-2-carboxamide O[C@H]1[C@@H](CCC1)NC(=O)C=1SC=CN1